[Si](C1=CC=CC=C1)(C1=CC=CC=C1)(C(C)(C)C)OC[C@@H]1CCCCC(N1)=O (S)-7-(((tert-butyldiphenylsilyl)oxy)methyl)azepan-2-one